O=C1N(C(C2=CC=CC=C12)=O)C1COC(OC1)CCNC(=O)C1=CC(=NN1[C@@H](C)C1=CC=CC=C1)C(=O)NC N5-(2-((2r,5S)-5-(1,3-Dioxoisoindolin-2-yl)-1,3-dioxan-2-yl)ethyl)-N3-methyl-1-((S)-1-phenylethyl)-1H-pyrazole-3,5-dicarboxamide